4-[7-(piperazin-1-yl)-[1,2,4]triazolo[1,5-a]pyridin-5-yl]benzonitrile N1(CCNCC1)C1=CC=2N(C(=C1)C1=CC=C(C#N)C=C1)N=CN2